C[C@@H]1CC[C@H]2C([C@@H]3[C@@](CC[C@]12C3)(O)C)(C)C (3R,3aS,6R,7R,8aS)-octahydro-3,6,8,8-tetramethyl-1H-3a,7-methanoazulen-6-ol